2-({8-[(3β)-cholest-5-en-3-yloxy]octyl}oxy)-N,N-dimethyl-3-[(9Z,12Z)-octadeca-2,12-dien-1-yloxy]propan-1-amine CC(C)CCC[C@@H](C)[C@H]1CC[C@H]2[C@@H]3CC=C4C[C@H](CC[C@]4(C)[C@H]3CC[C@]12C)OCCCCCCCCOC(CN(C)C)COCC=CCCCCCCCC\C=C/CCCCC